FC1=C(C(=CC=C1F)OC)B(O)O (2,3-difluoro-6-methoxyphenyl)boronic acid